(4r,5s)-5-isopropyl-4-methyl-3-oxo-tetrahydrofuran-2-carboxylic acid tert-butyl ester C(C)(C)(C)OC(=O)C1O[C@H]([C@H](C1=O)C)C(C)C